2-[4-({4-[(1-hydroxy-2-methylpropan-2-yl)oxy]phenyl}disulfanyl)phenoxy]-2-methylpropan-1-ol OCC(C)(C)OC1=CC=C(C=C1)SSC1=CC=C(OC(CO)(C)C)C=C1